CN1CC(NCC1)C1=C(CN2C(NC(C3=C2C=CN3)=O)=C=S)C=CC=C1 (2-(4-methylpiperazin-2-yl)benzyl)-2-thiocarbonyl-1,2,3,5-tetrahydro-4H-pyrrolo[3,2-d]pyrimidin-4-one